BrC=1C=C2C(C(NC2=CC1)=O)=CC1=CC(=C(C(=C1)Br)OCCO)Br 5-bromo-3-(3,5-dibromo-4-(2-hydroxyethoxy)benzylidene)indolin-2-one